C(C)(=O)OC(CN1C(=CC(C=C1C)=C=O)C)C1=CC(=C(C=C1)OC)OCC1CC1 (1-(3-Cyclopropylmethoxy-4-methoxyphenyl)-2-(2,6-dimethyl-4-carbonylpyridin-1(4H)-yl) ethyl) acetate